COCC1=NN(C=C1C(=O)OC)CC1=CC=C2CCNCC2=C1 methyl 3-(methoxymethyl)-1-((1,2,3,4-tetrahydroisoquinolin-7-yl) methyl)-1H-pyrazole-4-carboxylate